N,N'-bis{4-(benzoxazol-2-yl)phenyl}-N,N'-diphenyl-4,4'-diamino-1,1'-biphenyl O1C(=NC2=C1C=CC=C2)C2=CC=C(C=C2)N(C2=CC=C(C=C2)C2=CC=C(C=C2)N(C2=CC=CC=C2)C2=CC=C(C=C2)C=2OC1=C(N2)C=CC=C1)C1=CC=CC=C1